23,26-Dihydroxyoctacosanoic acid OC(CCCCCCCCCCCCCCCCCCCCCC(=O)O)CCC(CC)O